C1(CC1)NC(=O)C=1C=C(C(=C(C1)C1=NC=C(C(=O)NCC=2SC=CC2C)C=C1)C)F 6-{5-[(cyclopropylamino)carbonyl]-3-fluoro-2-methylphenyl}-N-[(3-methylthiophene-2-yl)methyl]nicotinamide